(R)-3-benzoyl-1-(1-(bis(4-methoxyphenyl)(phenyl)methoxy)-3-((tert-butyldiphenylsilyl)oxy)propan-2-yl)-5-methylpyrimidine-2,4(1H,3H)-dione C(C1=CC=CC=C1)(=O)N1C(N(C=C(C1=O)C)[C@H](COC(C1=CC=CC=C1)(C1=CC=C(C=C1)OC)C1=CC=C(C=C1)OC)CO[Si](C1=CC=CC=C1)(C1=CC=CC=C1)C(C)(C)C)=O